C(C)(C)(C)OC(=O)N1CC=C(CC1)C=1C=CC=2NC3=CC(=CC(=C3C2C1)C)C1=CN(C(C(=C1C)C)=O)C 4-(5-methyl-7-(1,4,5-trimethyl-6-oxo-1,6-dihydropyridin-3-yl)-9H-carbazol-3-yl)-5,6-dihydropyridine-1(2H)-carboxylic acid tert-butyl ester